F[C@@]12[C@]3(C=CC(C=C3CC[C@H]1[C@@H]1C[C@H]([C@](C(CO)=O)([C@]1(C[C@@H]2O)C)O)O)=O)C (11β,16α)-9-fluoro-11,16,17,21-tetrahydroxypregna-1,4-diene-3,20-dione